1,1-dimethylethyl 4-[5-chloro-6-oxo-4-[[(3S)-tetrahydropyran-3-yl]methylamino]pyridazin-1-yl]piperidine-1-carboxylate ClC1=C(C=NN(C1=O)C1CCN(CC1)C(=O)OC(C)(C)C)NC[C@H]1COCCC1